FC(CN1[C@@H](C=2NC3=CC=CC=C3C2C[C@H]1C)C1=CC=C(N)C=C1)(C)C 4-[(1r,3r)-2-(2-fluoro-2-methyl-propyl)-3-methyl-1,3,4,9-tetrahydropyrido[3,4-b]indol-1-yl]aniline